cyanononane C(#N)CCCCCCCCC